N1-(3-((3-((1S,4R,Z)-9-amino-4-((4-hydroxybenzyl)carbamoyl)-1-(isoindolin-2-yl)-2,11,16-trioxo-3,8,10,12,15-pentaazaoctadec-9-en-1-yl)phenyl)amino)propyl)-N4-(2-aminoethyl)succinamide N/C(/NCCC[C@@H](NC([C@@H](N1CC2=CC=CC=C2C1)C=1C=C(C=CC1)NCCCNC(CCC(=O)NCCN)=O)=O)C(NCC1=CC=C(C=C1)O)=O)=N/C(NCCNC(CC)=O)=O